C(C)OC(C1=CC(=C(C=C1)OC)C1=CC=C(C=C1)Cl)=O (E)-3-(4-Chlorophenyl)-4-methoxybenzoic acid ethyl ester